CCCCC(O)Cl chloropentanol